17-Nonadecenoic acid C(CCCCCCCCCCCCCCCC=CC)(=O)O